C(C)(C)(C)OC(=O)N1C=CC2=C(C(=CC(=C12)C)C1CC1)CN1[C@H](CC2(CC(C2)(F)F)CC1)C1=CC=C(C=C1)C(C)(C)O |r| (RS)-5-cyclopropyl-4-((2,2-difluoro-6-(4-(2-hydroxy-prop-2-yl)phenyl)-7-azaspiro[3.5]non-7-yl)methyl)-7-methyl-1H-indole-1-carboxylic acid tert-butyl ester